3-Amino-7-(1-ethoxyvinyl)-4-(7-fluoro-1H-indazol-4-yl)-8-methyl-1,5-naphthyridin-2(1H)-one NC=1C(NC2=C(C(=CN=C2C1C1=C2C=NNC2=C(C=C1)F)C(=C)OCC)C)=O